tetra-sodium pentaerythritol salt OCC(CO)(CO)CO.[Na].[Na].[Na].[Na]